4-(2-Methylpent-2-en-3-yl)-7-pentyl-3,4-dihydro-2H-chromene-2,5-diol CC(C)=C(CC)C1CC(OC=2C=C(C=C(C12)O)CCCCC)O